N1N=CC2=CC=CC(=C12)CNC(=S)NC1=CC(=C(C=C1)OC)OC 1-[(1H-indazol-7-yl)methyl]-3-(3,4-dimethoxyphenyl)thiourea